3-chloro-4-cyclopropyl-5-(4,4,5,5-tetramethyl-1,3,2-dioxaborolan-2-yl)aniline ClC=1C=C(N)C=C(C1C1CC1)B1OC(C(O1)(C)C)(C)C